5-chloro-4-(3-methyl-1H-pyrazol-1-yl)-2-vinylpyrimidine ClC=1C(=NC(=NC1)C=C)N1N=C(C=C1)C